Tert-butyl 4-(6-(5-((2,4-difluorophenyl)sulfonamido)pyridin-3-yl)quinazolin-4-yl)piperazine-1-carboxylate FC1=C(C=CC(=C1)F)S(=O)(=O)NC=1C=C(C=NC1)C=1C=C2C(=NC=NC2=CC1)N1CCN(CC1)C(=O)OC(C)(C)C